NC1=C(C(=O)NCC2=C(C=CC=C2)OC2CCCC2)C=C(C=N1)C1=CC=2N(C=C1)N=C(N2)N 2-amino-5-(2-amino-[1,2,4]triazolo[1,5-a]pyridin-7-yl)-N-(2-(cyclopentyloxy)benzyl)nicotinamide